FC1=CC=C(C=C1)C=1C=C2C(=C(C(N(C2=NC1)CCN1CCOCC1)=O)C(=O)NC1(CCCCC1)CO)O 6-(4-fluorophenyl)-4-hydroxy-N-(1-(hydroxymethyl)cyclohexyl)-1-(2-morpholinoethyl)-2-oxo-1,2-dihydro-1,8-naphthyridine-3-carboxamide